5-Carboxyhydroxymethyl-uridine C(=O)(O)C=1C(NC(N([C@]2([C@H](O)[C@H](O)[C@@H](CO)O2)CO)C1)=O)=O